FC=1C=C(C(=O)NC2CCNCC2)C=C(C1)CN1C(C2=CC=C(C=C2C=C1)C=1C(=NNC1)C(F)(F)F)=O 3-fluoro-5-((1-oxo-6-(3-(trifluoromethyl)-1H-pyrazol-4-yl)isoquinolin-2(1H)-yl)methyl)-N-(piperidin-4-yl)benzamide